C1(CC1)C1=C(C=CC(=C1)N1C[C@@H]2N(CC1)CCC2)NC2=NC=C(C(=N2)NCCCN2CCOCCC2=O)C(F)(F)F (R)-4-(3-((2-((2-cyclopropyl-4-(hexahydropyrrolo[1,2-a]pyrazin-2(1H)-yl)phenyl)amino)-5-(trifluoromethyl)pyrimidin-4-yl)amino)propyl)-1,4-oxazepan-5-one